COC1=NC(=CC=C1[C@@H]1[C@@H](O[C@@]([C@H]1C)(C(F)(F)F)C)C(=O)NC1=CC(=NC=C1)C(=O)N)C(F)(F)F (2R,3R,4S,5S)-4-[[3-[2-methoxy-6-(trifluoromethyl)-3-pyridinyl]-4,5-dimethyl-5-(trifluoromethyl)tetrahydrofuran-2-carbonyl]amino]pyridine-2-carboxamide